(2-chlorophenyl)-4-((2-((4-(((1-(2-(4-(4-(2,6-dioxopiperidin-3-yl)phenyl)piperazin-1-yl)ethyl)piperidin-4-yl)(methyl)amino)methyl)phenyl)amino)-5-fluoropyrimidin-4-yl)amino)benzamide ClC1=C(C=CC=C1)C1=C(C(=O)N)C=CC(=C1)NC1=NC(=NC=C1F)NC1=CC=C(C=C1)CN(C)C1CCN(CC1)CCN1CCN(CC1)C1=CC=C(C=C1)C1C(NC(CC1)=O)=O